OC(C(=O)N)C(CO)(C)C 2,4-dihydroxy-3,3-dimethylbutyramide